N-(9,9-diphenyl-9H-fluoren-3-yl)dibenzo[b,d]furan-3-amine C1(=CC=CC=C1)C1(C2=CC=CC=C2C=2C=C(C=CC12)NC=1C=CC2=C(OC3=C2C=CC=C3)C1)C1=CC=CC=C1